C1=CC=CC=2C3=CC=CC=C3C(C12)COC(=O)NC(C1=CC=C(OCC(=O)O)C=C1)C1=C(C=C(C=C1)OC)OC 2-(4-(((((9H-fluoren-9-yl)methoxy)carbonyl)amino)(2,4-dimethoxyphenyl)-methyl)phenoxy)acetic acid